1-[2-[4-[5-[(7S)-7-(3-Oxa-6-azabicyclo[3.1.1]heptan-6-yl)-6,7,8,9-tetrahydro-5H-benzo[7]annulen-3-yl]-1H-pyrrolo[2,3-b]pyridin-3-yl]phenyl]pyridin-3-yl]cyclobutan-1-ol C12COCC(N1[C@@H]1CCC3=C(CC1)C=CC(=C3)C=3C=C1C(=NC3)NC=C1C1=CC=C(C=C1)C1=NC=CC=C1C1(CCC1)O)C2